3-(5-bromo-2-thioxobenzo[cd]indol-1(2H)-yl)piperidine-2,6-dione BrC=1C=CC=2C(N(C3=CC=CC1C23)C2C(NC(CC2)=O)=O)=S